N-methoxybenzamide-4-d CONC(C1=CC=C(C=C1)[2H])=O